(5RS)-2-(3-fluorobenzyl)-3-oxo-2,3,5,6,7,8-hexahydro[1,2,4]triazolo[4,3-a]pyridine-5-carboxylic acid hydrochloride Cl.FC=1C=C(CN2N=C3N([C@H](CCC3)C(=O)O)C2=O)C=CC1 |r|